C(C)(C)(C)C1=C(C(=CC(=C1C)N(C)C)C(C)(C)C)O 2,6-di-tert-butyl-4-(dimethyl-amino)-methylphenol